C(#C)C1(CCOCC1)OC1=CC=C(C=C1)OC 4-ethynyl-4-(4-methoxyphenoxy)tetrahydro-2H-pyran